ClC1=CC=2N(C=C1[C@@H]1CC[C@H](CC1)S(=O)(=O)C1=NN=C(N1C)C)N=CN2 trans-7-chloro-6-(4-((4,5-dimethyl-4H-1,2,4-triazol-3-yl)sulfonyl)cyclohexyl)-[1,2,4]triazolo[1,5-a]pyridine